1-butyl-2,3-dimethylimidazolium hydrogen sulfate S(=O)(=O)(O)[O-].C(CCC)N1C(=[N+](C=C1)C)C